ClC=1C=C(C=2N(N1)C=C(N2)C)OC2=NC=CC=C2 6-chloro-2-methyl-8-(pyridin-2-yloxy)imidazo[1,2-b]pyridazine